(S)-methyl (5-((2-amino-2,4-dimethylpentyl)oxy)-4-methyl-[2,4'-bipyridin]-2'-yl)carbamate N[C@](COC=1C(=CC(=NC1)C1=CC(=NC=C1)NC(OC)=O)C)(CC(C)C)C